N[C@H](C(=O)O)C1CCCC1 (S)-2-amino-2-cyclopentylacetic acid